NC1=NC=NN2C1=C(C(=N2)C2=CC=C(C=C2)NC(C(=C)F)=O)C2=CC(=C(C(=O)NC13CC(C1)(C3)C(F)(F)F)C=C2)OC 4-(4-amino-6-(4-(2-fluoroacrylamido)phenyl)pyrazolo[5,1-f][1,2,4]triazin-5-yl)-2-methoxy-N-(3-(trifluoromethyl)bicyclo[1.1.1]pentan-1-yl)benzamide